C(C=C)N1N(C2=NC(=NC=C2C1=O)NC1=CC(=C(C=C1)N1CCN(CC1)C)C#N)C1=CC=CC(=N1)S(=O)(=O)N 6-(2-allyl-6-((3-cyano-4-(4-methylpiperazin-1-yl)phenyl)amino)-3-oxo-2,3-dihydro-1H-pyrazolo[3,4-d]pyrimidin-1-yl)pyridine-2-sulfonamide